N1C(NC2=C1C=CC=N2)=O 1,3-dihydroimidazo-[4,5]-pyridin-2-one